4-(2,6-dichloro-4-(chloromethyl)benzyl)-3-fluoro-2-isopropylphenol ClC1=C(CC2=C(C(=C(C=C2)O)C(C)C)F)C(=CC(=C1)CCl)Cl